COC1=C(C=CC(=C1)C)C1=NN=C(C2=CC=CC(=C12)C)N[C@H]1CN(CCC1)C(=O)OC(C)(C)C tert-butyl (R)-3-((4-(2-methoxy-4-methylphenyl)-5-methylphthalazin-1-yl)amino)piperidine-1-carboxylate